CN(C(OC(C)(C)C)=O)CC1=CC=C(C=C1)B1OC(C(O1)(C)C)(C)C tert-butyl methyl(4-(4,4,5,5-tetramethyl-1,3,2-dioxaborolan-2-yl)benzyl)carbamate